2-amino-3,7,8-trimethyl-imidazo[4,5-f]-quinoxaline NC=1N(C=2C(=C3N=C(C(=NC3=CC2)C)C)N1)C